N-[4-[2-[1-(3-Aminopropanoyl)azetidin-3-yl]ethylcarbamoyl]-3-chlorophenyl]-5-[4-(difluoromethoxy)-2,3-difluorophenyl]-1-methylimidazol-2-carboxamid NCCC(=O)N1CC(C1)CCNC(=O)C1=C(C=C(C=C1)NC(=O)C=1N(C(=CN1)C1=C(C(=C(C=C1)OC(F)F)F)F)C)Cl